FC(C1=CC=C(C=C1)NC1=NC2=C(N1)C=CC=C2)(F)F N-[4-(trifluoromethyl)phenyl]-1H-benzoimidazol-2-amine